CC1=CC=C(S1)CN1N=CC(=C1)C1=NC=2N3C(N(C(C2N1)=O)CCC)=NC=C3 2-[1-[(5-methyl-2-thienyl)methyl]pyrazol-4-yl]-5-propyl-3H-imidazo[2,1-b]purin-4-one